acrylic acid bromophenyl ester BrC1=C(C=CC=C1)OC(C=C)=O